2-(3-(2-((1,5-dimethyl-1H-pyrazol-3-yl)amino)-5-methylpyrimidin-4-yl)-1H-indol-7-yl)-4-(1-(methylsulfonyl)-1,2,3,6-tetrahydropyridin-4-yl)isoindolin-1-one CN1N=C(C=C1C)NC1=NC=C(C(=N1)C1=CNC2=C(C=CC=C12)N1C(C2=CC=CC(=C2C1)C=1CCN(CC1)S(=O)(=O)C)=O)C